O.O1COC2=C1C=CC(=C2)C=2N=C(NC2C2=NC=CC=C2)C2=CC=C(C(=O)N)C=C2 4-[4-(1,3-benzodioxol-5-yl)-5-(2-pyridyl)-1H-imidazol-2-yl]-benzamide hydrate